methylbutyryl-CoA CCCCC(=O)SCCNC(CCNC([C@@H](C(COP(OP(OC[C@@H]1[C@H]([C@H]([C@@H](O1)N1C=NC=2C(N)=NC=NC12)O)OP(=O)(O)O)(=O)O)(=O)O)(C)C)O)=O)=O